CC1=C(C#N)C=CC=C1[C@@H](C)NC1=NN=C(C2=CC=3N(C(C(N(C3C=C21)C)=O)(C)C)C)C (R)-2-methyl-3-(1-((1,2,2,4,9-pentamethyl-3-oxo-1,2,3,4-tetrahydropyridazino[4,5-g]quinoxalin-6-yl)amino)ethyl)benzonitrile